C(C)(C)(C)C1CCC(CC1)NC(C1=CC(=CC(=C1)NC(=O)[C@@H]1CC[C@@H](CC1)C(C)(C)C)NC(=O)[C@@H]1CC[C@@H](CC1)C(C)(C)C)=O N-(4-tert-butylcyclohexyl)-3,5-bis-[cis-4-tert-butylcyclohexylcarbonylamino]Benzamide